C(C)C(C(=O)OCC1(COC(C(N1)(C)C)=O)C)CCCC 5-(2-ethylhexanoyl)-oxymethyl-3,3,5-trimethyl-2-morpholinone